methyl 1-(3-chloro-phenyl)-4-(2-chloro-pyridin-4-ylethynyl)-5-methyl-1H-imidazole-2-carboxylate ClC=1C=C(C=CC1)N1C(=NC(=C1C)C#CC1=CC(=NC=C1)Cl)C(=O)OC